ethyl 3-(6-isopropylisoquinolin-1-yl)-2-naphthoate C(C)(C)C=1C=C2C=CN=C(C2=CC1)C=1C(=CC2=CC=CC=C2C1)C(=O)OCC